C(C)(C)(C)OC(=O)N1CC2(CC1)CCNCC2 2,8-diazaspiro[4.5]decane-2-carboxylic acid tert-butyl ester